5-(2-chloro-5-(hydroxymethyl)pyridin-3-yl)-2-(3-(difluoromethoxy)benzyl)-7-((2-(methylamino)-1H-imidazol-1-yl)methyl)-3,4-dihydroisoquinolin-1(2H)-one ClC1=NC=C(C=C1C1=C2CCN(C(C2=CC(=C1)CN1C(=NC=C1)NC)=O)CC1=CC(=CC=C1)OC(F)F)CO